C(C)(C)(C)O[C@@H]([C@@H](C(=O)N[C@H](C(N[C@H](C=O)C[C@H]1C(NCC1)=O)=O)CC1CCCCC1)NC(OCC1=CC(=CC=C1)F)=O)C 3-fluorobenzyl ((2S,3R)-3-(tert-butoxy)-1-(((S)-3-cyclohexyl-1-oxo-1-(((S)-1-oxo-3-((S)-2-oxopyrrolidin-3-yl)propan-2-yl)amino)propan-2-yl)amino)-1-oxobutan-2-yl)carbamate